(4-(2-isopropylphenyl)-2-methyl-1,5,6,7-tetrahydro-s-indacen-1-yl)dimethyl(2,3,4,5-tetramethylcyclopenta-2,4-dien-1-yl)silane zirconium dichloride [Cl-].[Cl-].[Zr+2].C(C)(C)C1=C(C=CC=C1)C1=C2C=C(C(C2=CC=2CCCC12)[Si](C1C(=C(C(=C1C)C)C)C)(C)C)C